FC1=C(N=CC2=C1N=C(N=C2N2CCOCCC2)OC[C@H]2N(C[C@@H](C2)F)C)C2=CC(=CC1=CC=CC(=C21)C#C[Si](C(C)C)(C(C)C)C(C)C)O 4-(8-fluoro-2-(((2s,4r)-4-fluoro-1-methylpyrrolidin-2-yl)methoxy)-4-(1,4-oxazepan-4-yl)pyrido[4,3-d]pyrimidin-7-yl)-5-((triisopropylsilyl)ethynyl)naphthalen-2-ol